N1(CCNCC1)CC(=O)O piperazine-acetic acid